palladium (II) bis(dibenzylideneacetone) palladium (0) [Pd].C(C1=CC=CC=C1)=CC(=O)C=CC1=CC=CC=C1.C(C1=CC=CC=C1)=CC(=O)C=CC1=CC=CC=C1.[Pd+2]